iridium (III) bis(2-(2,4-difluorophenyl)quinoline) picolinate N1=C(C=CC=C1)C(=O)[O-].FC1=C(C=CC(=C1)F)C1=NC2=CC=CC=C2C=C1.FC1=C(C=CC(=C1)F)C1=NC2=CC=CC=C2C=C1.[Ir+3].N1=C(C=CC=C1)C(=O)[O-].N1=C(C=CC=C1)C(=O)[O-]